N-(5-((1H-pyrazol-1-yl)methyl)-3,4-dihydro-2H-benzopyrano[8,7-d]isoxazol-9-yl)-2,4-dimethoxypyridine-3-sulfonamide N1(N=CC=C1)CC1=CC2=C(C(=NO2)NS(=O)(=O)C=2C(=NC=CC2OC)OC)C2=C1CCCO2